CC(C(=O)NC=1C(=NC=C(C1)C(F)(F)F)COC(=O)N1CC=2N=C(OC2C1)C(=O)O)(C)C 5-[[3-(2,2-Dimethylpropanoylamino)-5-(trifluoromethyl)pyridin-2-yl]methoxycarbonyl]-4,6-dihydropyrrolo[3,4-d][1,3]oxazole-2-carboxylic acid